C1(CC1)[C@H](CC(=O)O)C1=CC(=C(C=C1)C)NC[C@H]([C@H](C(F)(F)F)C)C1=CC2=C(OC(O2)(F)F)C=C1 (S)-3-cyclopropyl-3-(3-((2R,3R)-2-(2,2-difluorobenzo[d][1,3]dioxolan-5-yl)-4,4,4-trifluoro-3-methylbutanylamino)-4-methylphenyl)propionic acid